1,3-dioxapentan-2-one OC(OCC)=O